FC1=C(C=CC(=C1)F)C1=CC(=C(C=C1)O)C=O 2',4'-Difluoro-4-hydroxy-[1,1'-biphenyl]-3-carbaldehyde